4-(p-iodophenyl)-butyric acid IC1=CC=C(C=C1)CCCC(=O)O